FC1([C@@H]([C@H]1C(NC1=CC=C(C=C1)N1C(=CC=C1)NC(=O)O[C@H](C)C1=C(C=CC=C1)C)=O)C(=O)OC)F methyl (1S,3S)-2,2-difluoro-3-((4-(2-((((R)-1-(o-tolyl)ethoxy)carbonyl)amino)-1H-pyrrol-1-yl)phenyl)carbamoyl)cyclopropane-1-carboxylate